C(C)OC(CCCC1COCC1)=O 4-(tetrahydrofuran-3-yl)-butyric acid ethyl ester